[6-(5-cyclopropyl-4H-1,2,4-triazol-3-yl)-2-azaspiro[3.3]heptan-2-yl]-[6-[[2-methylsulfonyl-4-(trifluoromethyl)phenyl]methyl]-2-azaspiro[3.3]heptan-2-yl]methanone C1(CC1)C=1NC(=NN1)C1CC2(CN(C2)C(=O)N2CC3(C2)CC(C3)CC3=C(C=C(C=C3)C(F)(F)F)S(=O)(=O)C)C1